1,9-bis[4-(4-aminophenoxy)phenoxy]nonane boron [B].NC1=CC=C(OC2=CC=C(OCCCCCCCCCOC3=CC=C(C=C3)OC3=CC=C(C=C3)N)C=C2)C=C1